FC1=CC=C(C=C1)CC(=O)NC1=NC=CC(=C1)C1=C(C2=NC=CC(=C2N1)N(C1CCN(CC1)C)C)C1=NC=CC=C1 2-(4-fluorophenyl)-N-(4-{7-[methyl(1-methylpiperidin-4-yl)amino]-3-(pyridin-2-yl)-1H-pyrrolo[3,2-b]pyridin-2-yl}pyridin-2-yl)acetamide